BrC1=NC(=CC=C1)OC1CCN(CC1)C 2-bromo-6-[(1-methylpiperidin-4-yl)oxy]pyridine